NC=1C=2N(C(=CN1)C1=CCC(CC1)NC)C(=NC2C2=C(C(=C(C=C2)NS(=O)(=O)CC2=C(C=CC=C2)Cl)F)F)C(C)C N-(4-(8-Amino-3-isopropyl-5-(4-(methylamino)cyclohex-1-en-1-yl)imidazo[1,5-a]pyrazin-1-yl)-2,3-difluorophenyl)-1-(2-chlorophenyl)methansulfonamid